NC1=CC=C(C=C1)C1(CNC(CC1)=O)C(=O)OC(C)(C)C tert-butyl 3-(p-aminophenyl)-6-oxo-3-piperidinecarboxylate